N-(4-((2-(1,1-difluoroethyl)-6-(1-ethyl-1H-pyrazol-4-yl)pyrimidin-4-yl)amino)-5-ethoxypyridin-2-yl)acetamide FC(C)(F)C1=NC(=CC(=N1)NC1=CC(=NC=C1OCC)NC(C)=O)C=1C=NN(C1)CC